[N+](=O)([O-])C1=CC2=C(N=C(S2)NC(=O)NC=2C=C(C=CC2)C)C=C1 1-(6-Nitrobenzo[d]thiazol-2-yl)-3-m-tolylurea